3-(4-(2-(2,6-dimethylpyridin-4-yl)-3-isopropyl-1H-indol-5-yl)piperidin-1-yl)propane-1,2-diol CC1=NC(=CC(=C1)C=1NC2=CC=C(C=C2C1C(C)C)C1CCN(CC1)CC(CO)O)C